COC=1CN(C=CC1)C 3-methoxy-1-methyl-1H-pyridine